3-(ALLYLOXYMETHYL)-4-METHOXYPHENYLBORONIC ACID C(C=C)OCC=1C=C(C=CC1OC)B(O)O